NCCC1=NN(C=C1)C(CO)C 2-(3-(2-aminoethyl)-1H-pyrazol-1-yl)-1-propanol